C(C)C(COC=1C=C(OCCN(CCO)CCO)C=C(C1)CCCCCCCCCCCCCCC)CCCC 2,2'-((2-(3-((2-ethylhexyl)oxy)-5-pentadecylphenoxy)ethyl)azanediyl)bis(ethan-1-ol)